6-(3-chloro-5-fluorophenyl)-pyrimidine-4-carboxylic acid ClC=1C=C(C=C(C1)F)C1=CC(=NC=N1)C(=O)O